CC=1C=C(C=CC1)N1CC(CC1=O)C(=O)O 1-(3-methylphenyl)-5-oxopyrrolidine-3-carboxylic acid